CC(C)C1=C(C(=CC(=C1)C=1C=NC(=CC1)C(F)(F)F)C(C)C)CC(=O)NS(=O)(=O)C1=CC=C(C=C1)CN(C)C 2-[2,6-bis(propan-2-yl)-4-[6-(trifluoromethyl)pyridin-3-yl]phenyl]-N-{4-[(dimethylamino)methyl]benzenesulfonyl}acetamide